C(C)(=O)N[C@H]1[C@H](OC)O[C@@H]([C@H]([C@@H]1O)O)CO Methyl 2-(acetylamino)-2-deoxy-β-D-glucopyranoside